COC1=C(C=CC=C1)C1CC(OC1)C(=O)O 4-(2-methoxyphenyl)tetrahydrofuran-2-carboxylic acid